1-[6-[6-[2-(dimethylamino)ethoxy]-5-[(6-methylpyridazin-3-yl)amino]benzimidazol-1-yl]-3-(1-hydroxyethyl)-2-pyridyl]-5-methyl-pyrazole-3-carbonitrile CN(CCOC=1C(=CC2=C(N(C=N2)C2=CC=C(C(=N2)N2N=C(C=C2C)C#N)C(C)O)C1)NC=1N=NC(=CC1)C)C